COC1=CC(=C(N)C=C1)N1CCOCC1 4-methoxy-2-morpholinyl-aniline